N[N-]C(C(=O)[N-]C)=O N'-amino-N-methyloxalyldiamide